(4-((3-((5-((2-cyclohexylethyl)carbamoyl)-2-methylpyridin-3-yl)amino)-1-methyl-1H-pyrazolo[3,4-d]pyrimidin-6-yl)amino)phenyl)acetic acid C1(CCCCC1)CCNC(=O)C=1C=C(C(=NC1)C)NC1=NN(C2=NC(=NC=C21)NC2=CC=C(C=C2)CC(=O)O)C